NCCNCCC[Si](OC)(OC)OC N-beta-aminoethylaminopropyl-trimethoxysilane